4,5,6,7-tetrahydro-1,3-benzothiazole S1C=NC2=C1CCCC2